3,5-bis(hydroxymethyl)phenylacetylene OCC=1C=C(C=C(C1)CO)C#C